1-(2-(3-(ethoxymethyl)-1-(2-(6-methylpyridin-3-yl)propan-2-yl)pyrrolidin-3-yl)ethyl)-1,3-dihydro-2H-imidazo[4,5-c]pyridin-2-one citrate C(CC(O)(C(=O)O)CC(=O)O)(=O)O.C(C)OCC1(CN(CC1)C(C)(C)C=1C=NC(=CC1)C)CCN1C(NC=2C=NC=CC21)=O